1-((2-(Allyloxy)-3,4-difluorophenyl)(3-methylthiophene-2-yl)methyl)-5-(benzyloxy)-3-(1-vinylcyclobutyl)-2,3-dihydro-1H-pyrido[2,1-f][1,2,4]triazine-4,6-dione C(C=C)OC1=C(C=CC(=C1F)F)C(N1N2C(C(N(C1)C1(CCC1)C=C)=O)=C(C(C=C2)=O)OCC2=CC=CC=C2)C=2SC=CC2C